tristridecyl phosphite P(OCCCCCCCCCCCCC)(OCCCCCCCCCCCCC)OCCCCCCCCCCCCC